BrC=1C2=C(C=NC1)N=C(O2)N(CC2=C(C=C(C=C2)OC)OC)C2CC2 7-bromo-N-cyclopropyl-N-(2,4-dimethoxybenzyl)oxazolo[4,5-c]pyridin-2-amine